(2S,3R)-2-(6-chloro-2-fluoropyridine-3-sulfonamido)-3-(6-fluoro-2,3-dimethylphenyl)butanoic acid ClC1=CC=C(C(=N1)F)S(=O)(=O)N[C@H](C(=O)O)[C@H](C)C1=C(C(=CC=C1F)C)C